1'-(tert-Butyl) 4-methyl (1r,4r)-5'-bromo-4'-chloro-4-methylspiro[cyclohexane-1,3'-pyrrolo[2,3-b]pyridine]-1',4(2'H)-dicarboxylate BrC=1C(=C2C(=NC1)N(CC21CCC(CC1)(C(=O)OC)C)C(=O)OC(C)(C)C)Cl